N-[2-(N-vinylbenzylamino)ethyl]-3-aminopropyldiethoxysilane C(=C)N(CCNCCC[SiH](OCC)OCC)CC1=CC=CC=C1